C1(CC1)C1=NN(C=C1)CC1=CC=C(COC=2C=C(N=NC2)NOC)C=C1 N-(5-((4-((3-cyclopropyl-1H-pyrazol-1-yl)methyl)benzyl)oxy)pyridazin-3-yl)-O-methylhydroxylamine